COC1=CC(=C2C=C(C(N(C2=C1)C)=O)C)N1CCN(C2=CC=C(C=C12)C=1N=NNN1)C 7-methoxy-1,3-dimethyl-5-(4-methyl-7-(2H-tetrazol-5-yl)-3,4-dihydroquinoxalin-1(2H)-yl)quinolin-2(1H)-one